NC=1SC(=C(N1)C=1C=C(C#N)C=CC1)C1=C2C(=NC(=C1)C)N(N=C2)C(C2=CC=CC=C2)(C2=CC=CC=C2)C2=CC=CC=C2 3-[2-amino-5-(6-methyl-1-trityl-pyrazolo[3,4-b]pyridin-4-yl)thiazol-4-yl]benzonitrile